O=C1N(C(=NC2=CC=CC(=C12)OCCCCCCCN[C@@H]1[C@@]2(CC[C@H](C1)C2(C)C)C)C(F)(F)F)C2C(NC(CC2)=O)=O 3-(4-oxo-2-(trifluoromethyl)-5-((7-(((1R,2S,4R)-1,7,7-trimethylbicyclo[2.2.1]heptan-2-yl)amino)heptyl)oxy)quinazolin-3(4H)-yl)piperidine-2,6-dione